(6-(4-(6-aminopyridin-3-yl)piperidin-1-yl)pyridin-3-yl)methanol NC1=CC=C(C=N1)C1CCN(CC1)C1=CC=C(C=N1)CO